C(C1=CC=CC=C1)OC1=CC=C2C(=N1)N(C=N2)C 5-(Benzyloxy)-3-methyl-3H-imidazo[4,5-b]pyridine